Tert-Butyl 3-methyl-7-oxo-7H-spiro[furo[3,4-b]pyridine-5,4'-piperidine]-1'-carboxylate CC=1C=C2C(=NC1)C(OC21CCN(CC1)C(=O)OC(C)(C)C)=O